C(CCCCCCCCCCC)(=O)NCCS(=O)(=O)[O-].[K+].FC1=C(C(=CC(=C1)F)OCCOC)C1=C2C(=C(N=C1C=1C=NC=3CCN(CC3C1)C(C=C)=O)C=1C=C3C=CN(C3=CC1)C)SC=C2 1-[3-[4-[2,4-difluoro-6-(2-methoxyethoxy)phenyl]-7-(1-methylindol-5-yl)thieno[2,3-c]pyridin-5-yl]-7,8-dihydro-5H-1,6-naphthyridin-6-yl]prop-2-en-1-one potassium lauroyl-taurate